N-(4-(8-amino-3-((1r,4r)-4-(methylcarbamoyl)cyclohexyl)imidazo[1,5-a]pyrazin-1-yl)benzyl)-5-fluoro-2-methoxybenzamide NC=1C=2N(C=CN1)C(=NC2C2=CC=C(CNC(C1=C(C=CC(=C1)F)OC)=O)C=C2)C2CCC(CC2)C(NC)=O